4-(difluoromethyl)-3-fluoro-N-(1H-indazol-4-ylmethyl)benzamide FC(C1=C(C=C(C(=O)NCC2=C3C=NNC3=CC=C2)C=C1)F)F